ClC1=C(C=C(C=C1)F)[C@H]([C@H](C)C=1N(C(C(=C(N1)C(=O)NC=1C=NOC1)O)=O)C)C1=NC=C(N=C1)C 2-((1S,2S)-1-(2-chloro-5-fluorophenyl)-1-(5-methylpyrazin-2-yl)propan-2-yl)-5-hydroxy-N-(isoxazol-4-yl)-1-methyl-6-oxo-1,6-dihydropyrimidine-4-carboxamide